3-hydroxypropyl-acrylamide OCCCC(C(=O)N)=C